7-ethyl-1,3-dimethyl-5-(2-oxo-2-piperidin-1-ylethyl)sulfanylpyrimido[4,5-d]pyrimidine-2,4-dione C(C)C1=NC(=C2C(=N1)N(C(N(C2=O)C)=O)C)SCC(N2CCCCC2)=O